2-[4-(azetidin-3-yl)phenyl]-2-azaspiro[3.4]octane N1CC(C1)C1=CC=C(C=C1)N1CC2(C1)CCCC2